BrC1=NC=CC(=C1)N(C1=NC=2N(C3=CC=CC(=C13)F)C=NN2)CC(F)F N-(2-bromopyridin-4-yl)-N-(2,2-difluoroethyl)-6-fluoro-[1,2,4]triazolo[4,3-a]quinazolin-5-amine